N-((5-chloro-6-((thiazol-4-ylmethyl)amino)-1H-indol-2-yl)methyl)-1-methylcyclopropane-1-carboxamide ClC=1C=C2C=C(NC2=CC1NCC=1N=CSC1)CNC(=O)C1(CC1)C